6-(2-chloro-6-methylbenzamido)pyridine-3-carboxylic acid ClC1=C(C(=O)NC2=CC=C(C=N2)C(=O)O)C(=CC=C1)C